C(=O)O.CN1C(=NN=C1)CC1(COC1)C=1C=C(C=CC1)N1C(C2=CC(=CC(=C2C1)C(F)(F)F)[C@@H]1CNCC1)=O |r| (±)-2-(3-(3-((4-methyl-4H-1,2,4-triazol-3-yl)methyl)oxetan-3-yl)phenyl)-6-(pyrrolidin-3-yl)-4-(trifluoromethyl)isoindolin-1-one formate